1-(4-(((2-((S)-2,6-dioxopiperidin-3-yl)-1-oxoisoindolin-4-yl)oxy)methyl)benzyl)-N-(2-methoxyethyl)-piperidine-3-carboxamide O=C1NC(CC[C@@H]1N1C(C2=CC=CC(=C2C1)OCC1=CC=C(CN2CC(CCC2)C(=O)NCCOC)C=C1)=O)=O